2-chloro-7,7-dimethyl-5,6,7,8-tetrahydroquinoline-3-carbonitrile ClC1=NC=2CC(CCC2C=C1C#N)(C)C